C(C)NC(C#CC1=CC(=C(OCCCC2=C(N=CS2)C(=O)O)C=C1)F)(C)C 5-(3-{4-[3-(ethylamino)-3-methylbut-1-yn-1-yl]-2-fluorophenoxy}propyl)-1,3-thiazole-4-carboxylic acid